N-(2-{4-Amino-1-tert-butyl-1H-pyrazolo[3,4-d]pyrimidin-3-yl}-3-chloro-1H-indol-6-yl)acetamide NC1=C2C(=NC=N1)N(N=C2C=2NC1=CC(=CC=C1C2Cl)NC(C)=O)C(C)(C)C